1-(4-(2-Amino-5-fluorophenyl)-1-((2-(trimethylsilyl)ethoxy)methyl)-1H-imidazol-2-yl)-1-(5-bromopyridin-2-yl)but-3-en-1-ol NC1=C(C=C(C=C1)F)C=1N=C(N(C1)COCC[Si](C)(C)C)C(CC=C)(O)C1=NC=C(C=C1)Br